3-(3-pyridyl)-1-(4-trifluoromethoxyphenyl)-4,5-dihydro-1H-pyrazole-5-carboxylic acid methyl ester COC(=O)C1CC(=NN1C1=CC=C(C=C1)OC(F)(F)F)C=1C=NC=CC1